N-(2-(2-amino-6-hydroxy-9H-purin-9-yl)ethyl)-3-methyl-1H-pyrazole-5-carboxamide NC1=NC(=C2N=CN(C2=N1)CCNC(=O)C1=CC(=NN1)C)O